C(C1=CC=CC=C1)OC1=C(C(=O)OCC)C(=CC(=N1)C)O ethyl 2-(benzyloxy)-4-hydroxy-6-methylnicotinate